FC=1C=C2C(C(=CN(C2=NC1N1CC(C1)C(NC=1SC(=NN1)C)=O)C=1SC=CN1)C(=O)O)=O 6-fluoro-7-{3-[(5-methyl-1,3,4-thiadiazol-2-yl)carbamoyl]azetidin-1-yl}-4-oxo-1-(1,3-thiazol-2-yl)-1,4-dihydro-1,8-naphthyridine-3-carboxylic acid